13-(9'-phenyl-3,3'-bi-9H-carbazol-9-yl)dibenzo[f,H][1]benzofuro[2,3-b]quinoxaline C1(=CC=CC=C1)N1C2=CC=CC=C2C=2C=C(C=CC12)C=1C=CC=2N(C3=CC=CC=C3C2C1)C=1C=CC2=C(C1)C=1C(=NC=3C4=C(C5=C(C3N1)C=CC=C5)C=CC=C4)O2